C(C=1CCCCC1)(=O)O 3,5-dihydrobenzoic acid